Methyl 3-amino-6-chloro-5-methoxy-pyrazine-2-carboxylate NC=1C(=NC(=C(N1)OC)Cl)C(=O)OC